N=1C=CN2C1C=CC(=C2)C=2C=NN1C2C(N(C[C@@H]1C)C1=CC(=C(C=C1)F)Cl)=O (7S)-3-(Imidazo[1,2-a]pyridin-6-yl)-7-methyl-5-[3-chloro-4-fluorophenyl]-6,7-dihydropyrazolo-[1,5-a]pyrazin-4(5H)-on